C1(=CC(=CC=C1)C=1OC(=CN1)C=O)C 2-(m-tolyl)oxazole-5-carbaldehyde